ClC1=C(N=C2N(C1=O)C=C(C=C2[C@@H](C)NC2=C(C(=O)O)C=CC=C2)C)N2CCC(CC2)(F)F (R)-2-((1-(3-chloro-2-(4,4-difluoropiperidin-1-yl)-7-methyl-4-oxo-4H-pyrido[1,2-a]pyrimidin-9-yl)ethyl)amino)benzoic acid